2-((1-Methyl-1H-pyrazol-3-yl)amino)oxazole-5-carboxylic acid CN1N=C(C=C1)NC=1OC(=CN1)C(=O)O